(R)-2-amino-3-(methylthio)propanamide N[C@H](C(=O)N)CSC